3-((5-amino-2-fluorophenyl)((tert-butylthio)amino)methyl)-2-oxopyrrolidine-1-carboxylic acid tert-butyl ester C(C)(C)(C)OC(=O)N1C(C(CC1)C(NSC(C)(C)C)C1=C(C=CC(=C1)N)F)=O